5-amino-2-((tetrahydrofuran-3-yl)amino)isonicotinic acid methyl ester COC(C1=CC(=NC=C1N)NC1COCC1)=O